N-(3-cyclopropyl-1-(1-methylpiperidin-4-yl)-1H-pyrazol-4-yl)-4-(4-(methylsulfonyl)thiophen-2-yl)-5-(trifluoromethyl)pyrimidin-2-amine C1(CC1)C1=NN(C=C1NC1=NC=C(C(=N1)C=1SC=C(C1)S(=O)(=O)C)C(F)(F)F)C1CCN(CC1)C